FC(C=1C(=C(C=CC1)[C@@H](C)NC=1C2=C(N=C(N1)O)N=C(C(=C2)C2(CC2)C#N)OC)F)F (R)-1-(4-((1-(3-(difluoromethyl)-2-fluorophenyl)ethyl)amino)-2-hydroxy-7-methoxypyrido[2,3-d]pyrimidin-6-yl)cyclopropane-1-carbonitrile